N-(5-Chloro-6-(2H-1,2,3-triazol-2-yl)pyridin-3-yl)-1-(pyridin-4-yl)-5-(trifluoromethyl)-1H-pyrazole-4-carboxamide ClC=1C=C(C=NC1N1N=CC=N1)NC(=O)C=1C=NN(C1C(F)(F)F)C1=CC=NC=C1